C1(CCCC1)[NH+](C1CCCC1)C1CCCC1 tri-cyclopentyl-ammonium